C1(CC1)C1=NNC(=N1)C1=CC=C(C=C1)C1CN(C1)C(CC[C@H]1NC(OC1)=O)=O (4R)-4-[3-[3-[4-(3-cyclopropyl-1H-1,2,4-triazol-5-yl)phenyl]azetidin-1-yl]-3-oxo-propyl]oxazolidin-2-one